5-(2,6-dihydroxy-5'-methyl-4-pentyl-2'-(prop-1-en-2-yl)-1',2',3',4'-tetrahydro-[1,1'-biphenyl]-3-yl)-1,3,4-oxadiazol-2(3H)-one OC1=C(C(=CC(=C1C1=NNC(O1)=O)CCCCC)O)C1C(CCC(=C1)C)C(=C)C